C1(CC1)C1=NC=NC=C1C1=C(OC2=C(N=CN=N2)N2CC3(CN(C3)C(=O)OC(C)(C)C)CC2)C=CC(=C1)F tert-butyl 6-(6-(2-(4-cyclopropylpyrimidin-5-yl)-4-fluorophenoxy)-1,2,4-triazin-5-yl)-2,6-diazaspiro[3.4]octane-2-carboxylate